4-PENTYLOXY-2-FLUOROPHENYLBORONIC ACID C(CCCC)OC1=CC(=C(C=C1)B(O)O)F